N-(5-Chloropyrimidin-2-yl)-2-(2,7-diisopropyl-4-oxo-2,4-dihydro-5H-pyrazolo[3,4-d]pyridazin-5-yl)acetamide ClC=1C=NC(=NC1)NC(CN1N=C(C=2C(C1=O)=CN(N2)C(C)C)C(C)C)=O